OC1=C(C2=CC=CC=C2C=C1C(=O)NC1=C(C=C(C=C1)C)C)N=NC1=C(C=CC=C1)S(=O)(=O)[O-] 2-hydroxy-3-(2,4-dimethylphenylaminocarbonyl)-1-naphthylazobenzenesulfonate